N-methoxymethanamine CONC